C(=O)O.N1CCC(CC1)=O piperidin-4-one formate salt